C(N)(=N)C12CCCC(N1C(=O)OC(C)(C)C)C2 tert-butyl 1-carbamimidoyl-6-azabicyclo[3.1.1]heptane-6-carboxylate